CC1=NC2=C(SC(=C1)SC#N)C=CC=C2 4-Methyl-2-thiocyanobenzo[b][1,4]thiazepine